2-[4-(difluoromethyl)-6-[2-[4-[[4-(hydroxymethyl)-1-piperidyl]methyl]phenyl]ethynyl]-7-methyl-indazol-2-yl]-2-(6,7-dihydro-5H-pyrrolo[1,2-c]imidazol-1-yl)-N-thiazol-2-yl-acetamide FC(C=1C2=CN(N=C2C(=C(C1)C#CC1=CC=C(C=C1)CN1CCC(CC1)CO)C)C(C(=O)NC=1SC=CN1)C1=C2N(C=N1)CCC2)F